C1=CNSC1C(=O)O 3-thiazole-5-carboxylic acid